N-[(4-chlorophenyl)methyl]-1-cyclobutyl-5-oxopyrrolidine-3-carboxamid ClC1=CC=C(C=C1)CNC(=O)C1CN(C(C1)=O)C1CCC1